CN(C(=O)NCC1=CC=C(C=C1)NC1=CC=C(C=C1)N1CCC(CC1)C(F)(F)F)C 1,1-Dimethyl-3-(4-((4-(4-(trifluoromethyl)piperidin-1-yl)phenyl)amino)benzyl)urea